NC=1C(=C(C(=C(C(=O)N(C)CC(CO)O)C1I)I)C(=O)N(C)CC(CO)O)I 5-amino-N1,N3-bis(2,3-dihydroxypropyl)-2,4,6-triiodo-N1,N3-dimethylisophthalamide